2,6-dibromo-4-fluoro-3-methyl-benzaldehyde BrC1=C(C=O)C(=CC(=C1C)F)Br